(S)-3-(2-benzyl-3-chloro-7-oxo-2,4,5,7-tetrahydro-6H-pyrazolo[3,4-c]pyridin-6-yl)-5-methyl-7-(7-oxa-2-azaspiro[3.5]nonan-2-yl)-2,3-dihydrobenzo[b][1,4]oxazepin-4(5H)-one C(C1=CC=CC=C1)N1N=C2C(N(CCC2=C1Cl)[C@@H]1C(N(C2=C(OC1)C=CC(=C2)N2CC1(C2)CCOCC1)C)=O)=O